ClC1=C2CN(C(C2=CC(=C1)CNC1(CCC1)C)=O)C1=CC(=CC=C1)C(CC)C1=NN=CN1C 4-chloro-2-(3-(1-(4-methyl-4H-1,2,4-triazol-3-yl)propyl)phenyl)-6-(((1-methylcyclobutyl)amino)methyl)isoindolin-1-one